Cl.O1COCC2=C1C=CC=C2C(=O)N benzo[D][1,3]dioxan-5-carboxamide hydrochloride